CN1C(CC2=CC(=CC=C12)C1=NC(=NO1)C=1C=NC=CC1)=O 1-methyl-5-[3-(pyridin-3-yl)-1,2,4-oxadiazol-5-yl]-2,3-dihydro-1H-indol-2-one